4-cyano-N-(8-methyl-1-isoquinolyl)-N-[(3R)-3-piperidyl]-3-[3-(3-pyridyl)phenyl]benzamide C(#N)C1=C(C=C(C(=O)N([C@H]2CNCCC2)C2=NC=CC3=CC=CC(=C23)C)C=C1)C1=CC(=CC=C1)C=1C=NC=CC1